Azacarbene copper N=[Cu]